FC1=CC=C(C=C1)C1=NOC(=C1C=1SC=C(N1)C(=O)NC1=NC=C(C=C1)C1CN(C1)C([2H])([2H])[2H])C(C)C 2-[3-(4-fluorophenyl)-5-isopropyl-isoxazol-4-yl]-N-[5-[1-(trideuteriomethyl)azetidin-3-yl]-2-pyridyl]thiazole-4-carboxamide